{7-[6-(1-hydroxypropyl)-4-methylpyridin-3-yl]-2,6-naphthyridin-3-yl}cyclobutanecarboxamide OC(CC)C1=CC(=C(C=N1)C1=NC=C2C=C(N=CC2=C1)C1(CCC1)C(=O)N)C